2,3-bis(iso-propylimino)butane C(C)(C)N=C(C)C(C)=NC(C)C